1-(2-((2-((3-chloro-2-fluorobenzyl)amino)-2-oxoethyl)(isopropyl)amino)-2-oxoethyl)-5-(pyrimidin-5-yl)-1H-indole-3-carboxamide ClC=1C(=C(CNC(CN(C(CN2C=C(C3=CC(=CC=C23)C=2C=NC=NC2)C(=O)N)=O)C(C)C)=O)C=CC1)F